BrC1=C(C2=C(N(N=N2)C)C=C1)CO (5-Bromo-1-methyl-1H-benzo[d][1,2,3]triazol-4-yl)methanol